N-[3-(cyclopropyloxy)-1-(methyl-d3)pyrazol-4-yl]carboxamide C1(CC1)OC1=NN(C=C1NC=O)C([2H])([2H])[2H]